C(CCCCCCCCCCCCCCC)(=O)OCC (9E)-ethyl hexadecanoate